Cl.N1CCCC1.N1CCCC1 dipyrrolidine hydrochloride